C(OCC1=CC=C(C=C1)N)(OC1=CC=C(C=C1)[N+](=O)[O-])=O 4-aminobenzyl (4-nitrophenyl) carbonate